ethyl (1R,8S,9R,Z)-bicyclo[6.1.0]non-4-ene-9-carboxylate CCOC(=O)C1[C@H]2[C@@H]1CC/C=C\CC2